C(C)(C)(C)N1C=C(C=C1)C(=O)NCC1=NC(=NO1)C=1N(C2=CC=CC(=C2C1)N[C@@H]1CNCC[C@@H]1F)CC(F)(F)F |r| rac-1-tert-butyl-N-{[3-(4-{[(3R,4S)-4-fluoropiperidin-3-yl]amino}-1-(2,2,2-trifluoroethyl)-1H-indol-2-yl)-1,2,4-oxadiazol-5-yl]methyl}-1H-pyrrole-3-carboxamide